C(#N)C1=CC(=C(O[C@@H]2[C@@](CN(C2)S(=O)(=O)C2=C(C#N)C=C(C=C2)C(F)(F)F)(CO)O)C=C1)OCC(C)C 2-(((3r,4s)-4-(4-cyano-2-isobutoxyphenoxy)-3-hydroxy-3-(hydroxymethyl)pyrrolidin-1-yl)sulfonyl)-5-(trifluoromethyl)benzonitrile